2-[3-(4-methyl-2,2'-bipyridin-4-yl)propyl]-1,3-dioxolane ruthenium (II) [Ru+2].CC1(CC(=NC=C1)C1=NC=CC=C1)CCCC1OCCO1